BrC=1C=CC(=NC1)O[C@@H]1C[C@@H]2CN([C@H]1C2)C(=O)C2=C(C(=CC=C2)F)C2=NC=CC=N2 ((1S,4R,6R)-6-((5-bromopyridin-2-yl)oxy)-2-azabicyclo[2.2.1]hept-2-yl)(3-fluoro-2-(pyrimidin-2-yl)phenyl)methanone